O-(tert-butyl-diphenyl-silyl)hydroxylamine lithium dimethylphosphinate CP([O-])(=O)C.[Li+].C(C)(C)(C)[Si](ON)(C1=CC=CC=C1)C1=CC=CC=C1